N-(3-((6-(6-aminopyridazin-4-yl)-1H-indazol-4-yl)amino)propyl)-3-((3-chloro-4-(trifluoromethoxy)benzyl)amino)propanamide NC1=CC(=CN=N1)C1=CC(=C2C=NNC2=C1)NCCCNC(CCNCC1=CC(=C(C=C1)OC(F)(F)F)Cl)=O